BrC1=CC=C(C=C1)N1N=C(C(=C1)C1=CC=C(C=C1)F)[C@@H]1O[C@@H](C(N1CCC1=CC2=CC(N=C2C=C1)=O)=O)C (2S,5R)-2-(1-(4-bromophenyl)-4-(4-fluorophenyl)-1H-pyrazol-3-yl)-5-methyl-3-(2-(2-oxoindol-5-yl)ethyl)oxazolidin-4-one